BrC1=NC(=NC=C1)O[C@H]1C[C@H](N(C1)C(=O)OC(C)(C)C)C(=O)OC O1-tert-butyl O2-methyl (2S,4S)-4-(4-bromopyrimidin-2-yl)oxypyrrolidine-1,2-dicarboxylate